4'''-bromo-2'''-fluoro-[1,1':2',1'':2'',1'''-quaterphenyl]-2-amine BrC1=CC(=C(C=C1)C=1C(=CC=CC1)C=1C(=CC=CC1)C=1C(=CC=CC1)N)F